CC1=C(C(=O)P(OCC)(=O)C2=CC=CC=C2)C(=CC(=C1)C)C ethyl 2,4,6-tri-methylbenzoylphenylphosphinate